O1C(OCCC1)C=1C=C(C(=NC1)C=1OC2=C(N1)C=C(C=C2)SC(F)(F)F)S(=O)(=O)CC 2-(5-(1,3-dioxan-2-yl)-3-ethylsulfonyl-pyridin-2-yl)-5-(trifluoromethylthio)benzo[d]oxazole